N[C@H]1CN(CC1)C(CNC(C1=C(C=C(C=C1)NC=1C=2N(C=CN1)C(=CN2)C=2C(=NN(C2)CC#N)C(F)(F)F)Cl)=O)=O N-[2-[(3R)-3-aminopyrrolidin-1-yl]-2-oxo-ethyl]-2-chloro-4-[[3-[1-(cyanomethyl)-3-(trifluoromethyl)pyrazol-4-yl]imidazo[1,2-a]pyrazin-8-yl]amino]benzamide